O[C@H]1C[C@H]2C[C@H]([C@H]3[C@@H]4CC[C@H]([C@@H](CCC(=C=O)NCC(=O)O)C)[C@]4([C@H](C[C@@H]3[C@]2(CC1)C)O)C)O N-[(3α,5β,7α,12α)-3,7,12-trihydroxy-24-carbonyl-cholan-24-yl]glycine